C1(CC1)C=1SC(=C(N1)C1=CC=CC=C1)OC1=CC(=NC=C1)NC1=NC=C(C(=O)N)C=C1 6-((4-((2-Cyclopropyl-4-phenylthiazol-5-yl)oxy)pyridin-2-yl)amino)nicotinamide